BrC=1C(=C(NCC2=CC=C(C=C2)F)C=CC1[N+](=O)[O-])F 3-bromo-2-fluoro-N-(4-fluorobenzyl)-4-nitroaniline